FC1=C(OC=2C=NC=3CCN(CC3C2)C=2C(=CC=3N(N2)C=NN3)C)C=CC=C1F 3-(2,3-difluorophenoxy)-6-(7-methyl-[1,2,4]triazolo[4,3-b]pyridazin-6-yl)-5,6,7,8-tetrahydro-1,6-naphthyridine